BrC1=CC=C2C3=C(NC2=C1)CCCCC3 3-bromo-5,6,7,8,9,10-hexahydrocyclohepta[b]indole